3-(2-chloropyrimidin-4-yl)-1-methylindole ClC1=NC=CC(=N1)C1=CN(C2=CC=CC=C12)C